FC1=CC=C(C=C1)N1C(C(=NC(=C1)CCCO)N1CCN(CC1)S(=O)(=O)C)=O 1-(4-fluorophenyl)-5-(3-hydroxypropyl)-3-(4-(methylsulfonyl)piperazin-1-yl)pyrazin-2(1H)-one